N1CC(CCCC1)NC(OC(C)(C)C)=O tert-butyl N-(azepan-3-yl)carbamate